BrC=1N=C(C2=C(N1)N(C=C2)C(C)C)N[C@@H]2[C@H](C1CCC2CC1)C(=O)OCC (2S,3S)-ethyl 3-((2-bromo-7-isopropyl-7H-pyrrolo[2,3-d]pyrimidin-4-yl)amino)bicyclo[2.2.2]octane-2-carboxylate